(R)-2-hydroxy-N,N-dimethyl-3-(2-((5-methylfuran-2-yl)(3-methyloxetan-3-yl)methylamino)-3,4-dioxocyclobut-1-enylamino)benzamide OC1=C(C(=O)N(C)C)C=CC=C1NC1=C(C(C1=O)=O)N(CC1(COC1)C)C=1OC(=CC1)C